COC1(CC(=CC=C1)OC)N=C=S 1,3-dimethoxyphenylisothiocyanate